Cl[In](Cl)Cl TrichloroIndium